4-(3-((2-((2-(1-methylpiperidin-4-yl)oxazol-4-yl)amino)-5-(trifluoromethyl)pyrimidin-4-yl)amino)propyl)-1,4-oxazepan-3-one CN1CCC(CC1)C=1OC=C(N1)NC1=NC=C(C(=N1)NCCCN1C(COCCC1)=O)C(F)(F)F